(3aR,5S,6aS)-5-(methylamino)hexahydrocyclopenta[c]pyrrole-2(1H)-carboxylic acid CNC1C[C@@H]2[C@@H](CN(C2)C(=O)O)C1